CC(C)CCC[C@@H](C)[C@H]1CC[C@H]2[C@@H]3CC=C4C[C@H](CC[C@]4(C)[C@H]3CC[C@]12C)OCCCCCCCCOC(CN(C)C)COCCCCCCCC\C=C/C\C=C/CCCCC 2-({8-[(3S)-cholest-5-en-3-yloxy]octyl}oxy)-N,N-dimethyl-3-[(9Z,12Z)-octadeca-9,12-dien-1-yloxy]propan-1-amine